acetic acid 5-oxo-4,5-dihydro-[1,2,4]triazolo[1,5-a]quinazolin-7-yl ester O=C1NC=2N(C3=CC=C(C=C13)OC(C)=O)N=CN2